NC1=NN(C=C1)C=1C=CC(=C(C1)O)C=1N=NC(=CC1)N(C1CC(NC(C1)(C)C)(C)C)C 5-(3-amino-1H-pyrazol-1-yl)-2-(6-(methyl(2,2,6,6-tetramethylpiperidin-4-yl)amino)pyridazin-3-yl)phenol